FC=1C=C2C(CNCC2=CC1)CO (6-Fluoro-1,2,3,4-tetrahydroisoquinolin-4-yl)methanol